C(CCC)C1(CS(C2=C(N(C1)C1=CC=C(C=C1)O)C=C(C(=C2)O/C=C/C(=O)OCC)SC)(=O)=O)CCCC ethyl (E)-3-((3,3-dibutyl-5-(4-hydroxyphenyl)-7-(methylthio)-1,1-dioxido-2,3,4,5-tetrahydro-1,5-benzothiazepin-8-yl)oxy)acrylate